(S)-6-(3-Chloro-2-fluorobenzyl)-7-ethoxy-1-[2,2-dimethyl-1-(hydroxymethyl)propyl]-4-oxo-1,4-dihydroquinoline-3-carboxylic acid ClC=1C(=C(CC=2C=C3C(C(=CN(C3=CC2OCC)[C@@H](C(C)(C)C)CO)C(=O)O)=O)C=CC1)F